5-(2,3-dimethylphenyl)-6-methyl-3-(1-methyl-1H-pyrazol-4-yl)-1H-pyrazolo[4,3-b]pyridine CC1=C(C=CC=C1C)C1=C(C=C2C(=N1)C(=NN2)C=2C=NN(C2)C)C